trans-fluoroethylene carbonate C1(OC(CO1)F)=O